COC=1C=C2CCNCC2=CC1NC1=NC2=CC(=CC=C2C=N1)C=1C=C(C=NC1)NS(=O)(=O)C(C)C N-(5-{2-[(6-methoxy-1,2,3,4-tetrahydroisoquinolin-7-yl)amino]quinazolin-7-yl}pyridin-3-yl)propane-2-sulfonamide